4-(4-amino-6-(6-ethynyl-5-fluoro-4-methylpyridin-3-yl)-7-methyl-7H-pyrrolo[2,3-d]pyrimidin-5-yl)-N-isobutyl-N-methylbenzamide NC=1C2=C(N=CN1)N(C(=C2C2=CC=C(C(=O)N(C)CC(C)C)C=C2)C=2C=NC(=C(C2C)F)C#C)C